5-(5-fluoro-5'-(2-methoxyethoxy)-6'-methyl-[3,4'-bipyridin]-2'-yl)-3-(5-fluoropyridin-2-yl)-1,2,4-oxadiazole FC=1C=C(C=NC1)C1=CC(=NC(=C1OCCOC)C)C1=NC(=NO1)C1=NC=C(C=C1)F